2-bromo-γ-butyrolactone BrC1C(=O)OCC1